Cl.N1(CCOCC1)CCOC=1C=C2C(NC(=NC2=CC1)C1=CC=2N(C=N1)C=CC2)=O 6-(2-morpholin-4-yl-ethoxy)-2-pyrrolo[1,2-c]pyrimidin-3-yl-3H-quinazolin-4-one hydrochloride